ClC=1C=CC(=NC1)OCCCN1CCC(CC1)NC(C)=O N-(1-(3-((5-chloropyridin-2-yl)oxy)propyl)piperidin-4-yl)acetamide